(2S)-2-(6-(3-methyl-1H-pyrrolo[2,3-b]pyridin-5-yl)-2-(3,3,3-trifluoro-2-Hydroxy-2-methylpropionyl)-1,2,3,4-tetrahydroisoquinolin-8-yl)pyrrolidine-1-carboxylate CC1=CNC2=NC=C(C=C21)C=2C=C1CCN(CC1=C(C2)[C@H]2N(CCC2)C(=O)[O-])C(C(C(F)(F)F)(C)O)=O